OC1=C(C=C(C=C1)CC=C)C1=CC(=CC=C1O)C=CC=O 3-[2',6-dihydroxy-5'-(2-propenyl)[1,1'-biphenyl-3-yl]]-2-propenal